5-chloro-3-(3,3,4,4-tetrafluoropyrrolidin-1-yl)imidazo[1,5-a]pyridine ClC1=CC=CC=2N1C(=NC2)N2CC(C(C2)(F)F)(F)F